NC1=NC=2C=CC=CC2C=2N1C=C(N2)C(=O)NCC2=C(C=C(C=C2)F)F 5-amino-N-(2,4-difluorobenzyl)imidazo[1,2-c]quinazoline-2-carboxamide